ClC=1C=C(C=C(C1)Cl)NC(=O)NC1=CC(=CC(=C1)OC)Br 1-(3,5-dichlorophenyl)-3-(3-bromo-5-methoxyphenyl)urea